2,2,6-trimethylcyclohexenone CC1(C(C(CC=C1)C)=O)C